4-Bromo-6-tert-butyl-2-ethyl-5-methoxyindan-1-one Bromine [Br].BrC1=C2CC(C(C2=CC(=C1OC)C(C)(C)C)=O)CC